3-(4-(2,3-dimethylpiperidin-1-yl)pyrimidin-2-yl)imidazo[1,2-a]pyrazine-6-carboxamide CC1N(CCCC1C)C1=NC(=NC=C1)C1=CN=C2N1C=C(N=C2)C(=O)N